bis(β-mercaptoethylthio)methane SCCSCSCCS